ClC=1C=C(OC[C@H](CCC2CCN(CC2)C(=O)OC(C)(C)C)C)C=CC1C(=O)OC |o1:6| (S or R)-tert-butyl 4-(4-(3-chloro-4-(methoxycarbonyl)phenoxy)-3-methylbutyl)piperidine-1-carboxylate